2-oxo-6-(trifluoromethyl)-N-(2-vinyl-9H-thioxanthen-9-yl)-1,2-dihydropyridine-3-carboxamide O=C1NC(=CC=C1C(=O)NC1C2=CC=CC=C2SC=2C=CC(=CC12)C=C)C(F)(F)F